COC=1C=C(C=CC1C(NS(=O)(=O)C)=O)CCC(=O)O 3-(3-methoxy-4-((methylsulfonyl)carbamoyl)phenyl)propanoic acid